C(#N)C1=NC=C(C(=O)NC=2C(=NC=CC2C2=C(C=CC(=C2)F)F)C2CCC(CC2)(F)F)C=C1F 6-cyano-N-(2-(4,4-difluorocyclohexyl)-4-(2,5-difluorophenyl)pyridin-3-yl)-5-fluoronicotinamide